COC[C@@H](\C=C/S(=O)(=O)C)N (R,Z)-1-methoxy-4-(methylsulfonyl)but-3-en-2-amine